C1(CCC1)CNCC1=C2C(=NC(=C1)C(=O)NC1=CC(=CC=C1)C1(CC(C1)C)C1=NN=CN1C)N(C=C2)C 4-(((cyclobutylmethyl)amino)methyl)-1-methyl-N-(3-((1s,3s)-3-methyl-1-(4-methyl-4H-1,2,4-triazol-3-yl)cyclobutyl)phenyl)-1H-pyrrolo[2,3-b]pyridine-6-carboxamide